1,1'-biphenyl-2,3,5,6-d4 C1(=C(C(=CC(=C1[2H])[2H])[2H])[2H])C1=CC=CC=C1